bis[4,4-bis(trifluoromethyl)-3-oxatricyclo-[4.2.1.02,5]-nonylmethoxyphenyl]phenyl-sulfonium FC(C1(OC2C3(CCC(C12)C3)COC3=C(C=CC=C3)[S+](C3=CC=CC=C3)C3=C(C=CC=C3)OCC31C2OC(C2C(CC3)C1)(C(F)(F)F)C(F)(F)F)C(F)(F)F)(F)F